sulfonyl-chlorophenol S(=O)(=O)=C1C(C(=CC=C1)O)Cl